S1C=C(C(=C1)C=O)C1=CSC=C1C=O (3,3'-bithiophene)-4,4'-dicarbaldehyde